8-nonene-6-ynal C(CCCCC#CC=C)=O